(S)-3-methyl-5-(4-oleoyloxy-2,6,6-trimethyl-3-oxo-1-cyclohexen-1-yl)-2,4-pentadienyl-triphenylphosphonium bromide [Br-].CC(=CC[P+](C1=CC=CC=C1)(C1=CC=CC=C1)C1=CC=CC=C1)C=CC1=C(C([C@H](CC1(C)C)OC(CCCCCCC\C=C/CCCCCCCC)=O)=O)C